C(C=C)(=O)OOC monomethoxy acrylate